(1-naphthyl)acetamide C1(=CC=CC2=CC=CC=C12)CC(=O)N